C[C@@]1(CNCC1)OC(=O)N1CCN(CC1)C1=NC=2N(C=C1)N=CC2C=2C(=NC=CC2)OC(C)C [(3R)-3-methylpyrrolidin-3-yl]4-[3-(2-isopropoxy-3-pyridyl)pyrazolo[1,5-a]pyrimidin-5-yl]piperazine-1-carboxylate